ClC1=NC=C(C(=N1)NC12CCC(CC1)(C2)O)C(=O)O 2-chloro-4-((4-hydroxybicyclo[2.2.1]heptan-1-yl)amino)pyrimidine-5-carboxylic acid